[3-[4-(4-Chloro-2-methylsulfonyl-phenyl)phenyl]azetidin-1-yl]-(3-hydroxypyrrolidin-1-yl)methanone ClC1=CC(=C(C=C1)C1=CC=C(C=C1)C1CN(C1)C(=O)N1CC(CC1)O)S(=O)(=O)C